methyl (E)-3-(2-(2-ethoxy-2-oxoethyl)hydrazono)-2-oxobutanoate C(C)OC(CN\N=C(\C(C(=O)OC)=O)/C)=O